ClC=1C=C2C(=CC1Cl)NC([C@]21CN(CC1)C(C[C@H](CO)O)=O)=O (S)-5,6-dichloro-1'-((R)-3,4-dihydroxybutan-oyl)spiro[indoline-3,3'-pyrrolidin]-2-one